C1=C(C=CC2=CC=CC=C12)NC(CC[C@H](N)C(=O)O)=O N5-(naphthalen-2-yl)glutamine